NC1=CC=C(C=C1)CCN1[C@H](O[C@@H](C1=O)C)C1=NN(N=C1C1=CC=C(C=C1)F)C1=CC=C(C=C1)Br (2R,5R)-3-(4-aminophenyl-ethyl)-2-(2-(4-bromophenyl)-5-(4-fluorophenyl)-2H-1,2,3-triazol-4-yl)-5-methyl-oxazolidin-4-one